C(C1=CC=CC=C1)C(C(=O)NC=1C=NC2=CC=CC=C2C1)CC(F)(F)F 2-benzyl-4,4,4-tri-fluoro-N-(3-quinolyl)butanamide